FC1=C(CO[C@@H]2C[C@H](C2)C(=O)NCC2=C(C(=C(C=C2)C(F)(F)F)C=2NC(C=C(N2)C)=O)F)C=CC=C1F trans-3-[(2,3-difluorobenzyl)oxy]-N-[2-fluoro-3-(4-methyl-6-oxo-1,6-dihydropyrimidin-2-yl)-4-(trifluoromethyl)benzyl]cyclobutane-1-carboxamide